3-hydroxy-2-(1-hydroxyethyl)-1,6-dimethylpyridin-4-one OC1=C(N(C(=CC1=O)C)C)C(C)O